[Cl-].C(C)[N+](C)(C)CCO ethyl-(2-hydroxyethyl)dimethylammonium chloride